2-(5-(3,5-difluorobenzyl)-1-(tetrahydro-2H-pyran-2-yl)-1H-indazol-3-yl)-4,6-dihydropyrrolo[3,4-d]imidazole-5(1H)-carboxylic acid tert-butyl ester C(C)(C)(C)OC(=O)N1CC=2NC(=NC2C1)C1=NN(C2=CC=C(C=C12)CC1=CC(=CC(=C1)F)F)C1OCCCC1